FCCCN1CC(C1)CC1=CC=C(C=C1)C1=C(CCCC2=C1C=CC=C2)C=2C=NC(=C(C2)C(F)(F)F)OC 9-(4-((1-(3-Fluoropropyl)azetidin-3-yl)methyl)phenyl)-8-(6-methoxy-5-(trifluoromethyl)pyridin-3-yl)-6,7-dihydro-5H-benzo[7]annulen